(10-(1-naphthyl)-anthracen-9-yl)boric acid C1(=CC=CC2=CC=CC=C12)C1=C2C=CC=CC2=C(C2=CC=CC=C12)OB(O)O